ClC=1C(CCCC1)OC=1C=CC=2N(N1)C=NC(C2C2=C(C=CC=C2Cl)Cl)=O 2-((2-chlorocyclohex-2-en-1-yl)oxy)-5-(2,6-dichlorophenyl)-6H-pyrimido[1,6-b]pyridazin-6-one